{1'-[(2E)-3-(4-chlorophenyl)prop-2-en-1-yl]-5-fluorospiro[indol-3,4'-piperidin]-1(2H)-yl}(2-chloropyridin-4-yl)methanone methyl-(R)-2-(pyrrolidin-3-yl)acetate hydrochloride Cl.COC(C[C@@H]1CNCC1)=O.ClC1=CC=C(C=C1)/C=C/CN1CCC2(CC1)CN(C1=CC=C(C=C12)F)C(=O)C1=CC(=NC=C1)Cl